N-(2-((4-(2-((4-(1H-Imidazol-1-yl)benzyl)(3,4-dimethoxybenzyl)amino)ethyl)phenyl)carbamoyl)-4,5-dimethoxyphenyl)-4-oxo-4H-chromene-2-carboxamide N1(C=NC=C1)C1=CC=C(CN(CCC2=CC=C(C=C2)NC(=O)C2=C(C=C(C(=C2)OC)OC)NC(=O)C=2OC3=CC=CC=C3C(C2)=O)CC2=CC(=C(C=C2)OC)OC)C=C1